[O-]C#N.C(C#C)OCC#C Propargyl ether Cyanate